2-hydroxy-2,2-dimethyl-acetophenone OC(C(=O)C1=CC=CC=C1)(C)C